10-(2-((4-methoxybenzyl)oxy)ethyl)nonadecanoic acid COC1=CC=C(COCCC(CCCCCCCCC(=O)O)CCCCCCCCC)C=C1